C(C)C1=NOC(=N1)C=1C=CC(=C(C1)NCC(=O)C1=CN(C2=CC(=C(C=C12)F)OC)C)OC 2-((5-(3-ethyl-1,2,4-oxadiazol-5-yl)-2-methoxyphenyl)amino)-1-(5-fluoro-6-methoxy-1-methyl-1H-indol-3-yl)ethan-1-one